(3aR,4S,6R,6aS)-6-{5-Bromo-4-chloropyrrolo[2,3-d]pyrimidin-7-yl}-2,2-dimethyl-tetrahydro-3aH-cyclopenta[d][1,3]dioxole-4-carbaldehyde BrC1=CN(C=2N=CN=C(C21)Cl)[C@@H]2C[C@@H]([C@@H]1[C@H]2OC(O1)(C)C)C=O